C(C)[C@]1(CC[C@@]2([C@H]3CC[C@@]4([C@H](CC[C@H]4[C@@H]3CC[C@@H]2C1)[C@H](C)[C@@H](CC[C@H](C(F)(F)F)C)O)C)C)O (3R,5R,8R,9S,10S,13S,14S,17R)-3-ethyl-10,13-dimethyl-17-((2S,3R,6R)-7,7,7-trifluoro-3-hydroxy-6-methylheptan-2-yl)hexadecahydro-1H-cyclopenta[a]phenanthren-3-ol